6-chloro-N-((5-fluoro-2,3-dihydrobenzofuran-4-yl)methyl)-2,7-naphthyridin-1-amine ClC=1C=C2C=CN=C(C2=CN1)NCC1=C(C=CC2=C1CCO2)F